CC=1C(=C(SC1)C(=O)O)NC(C(C)NCCC)=O 4-methyl-3-(2-propylaminopropionamido)thiophene-2-carboxylic acid